N-acetoxy-1-[4-(2-hydroxyethyloxy)phenylthiolethenyl]propane-1-one-2-imine C(C)(=O)ON=C(C(=O)C(C1=CC=CS1)C=1SC=CC1C1=CC=C(C=C1)OCCO)C